9-[4-(1-methylethyl)phenoxy]-3,4-dihydropyrido[2,1-c][1,2,4]thiadiazine 2,2-dioxide CC(C)C1=CC=C(OC2=CC=CN3C2=NS(CC3)(=O)=O)C=C1